N-(7-methoxy-naphthalen-1-yl)acetamide COC1=CC=C2C=CC=C(C2=C1)NC(C)=O